FC1=CC=C(CC2=C(N=C(C(=N2)C(=O)OC)C)N[C@H]2[C@@H](CNCC2)C)C=C1 methyl 6-(4-fluorobenzyl)-3-methyl-5-((trans-3-methylpiperidin-4-yl)amino)pyrazine-2-carboxylate